2-((1-(2-(Isoindolin-2-yl)-6-methyl-4H-benzo[b][1,4]oxazin-8-yl)ethyl)amino)benzoic acid ethyl ester C(C)OC(C1=C(C=CC=C1)NC(C)C1=CC(=CC2=C1OC(=CN2)N2CC1=CC=CC=C1C2)C)=O